di(tri-t-butylphosphine) palladium [Pd].C(C)(C)(C)P(C(C)(C)C)C(C)(C)C.C(C)(C)(C)P(C(C)(C)C)C(C)(C)C